N1N=CC(=C1)C(=O)N 4-PyrazoleCarboxamide